C1(CC1)C=1N=CN(C1)C1=CC(=C(S1)F)C(=O)NC1=NC(=CC=C1)C1=NN=CN1C(C)C 5-(4-cyclopropyl-1H-imidazol-1-yl)-2-fluoro-N-(6-(4-isopropyl-4H-1,2,4-triazol-3-yl)pyridin-2-yl)thiophene-3-carboxamide